cis-4-(6-(((tert-butyldimethylsilyl)oxy)methyl)pyridin-2-yl)-2,6-dimethylmorpholine [Si](C)(C)(C(C)(C)C)OCC1=CC=CC(=N1)N1C[C@H](O[C@H](C1)C)C